ClC=1C=C2C3=NN=C(N3CC3=C(N=CN3C2=CC1)C(=O)OCC)COC ethyl 15-chloro-9-(methoxymethyl)-2,4,8,10,11-penta-azatetracyclo[11.4.0.02,6.08,12]heptadeca-1(17),3,5,9,11,13,15-heptaene-5-carboxylate